C(C)(C)(C)OC(=O)N(C1=CN=CC(=N1)C=1N=C(C=2N(C1)C=CN2)N(C2=CC=C(C=C2)N2CCN(CC2)C2CCN(CC2)C(=O)OC(C)(C)C)C(=O)OC(C)(C)C)C(=O)OC(C)(C)C tert-butyl 4-[4-[4-[[6-[6-[bis(tert-butoxycarbonyl)amino]pyrazin-2-yl]imidazo[1,2-a]pyrazin-8-yl]-tert-butoxycarbonyl-amino]phenyl]piperazin-1-yl]piperidine-1-carboxylate